C(C)(=O)NC=1C=C(C(=O)NC/C=C/C(=O)OC)C=C(C1)C(N[C@H](C)C1=CC=CC2=CC=CC=C12)=O methyl (R,E)-4-(3-acetamido-5-((1-(naphthalen-1-yl)ethyl)carbamoyl)benzamido)but-2-enoate